ethyl 2-((2-((3-chlorobenzyl) amino)-2-oxoethyl) thio)-1H-imidazole-4-carboxylate ClC=1C=C(CNC(CSC=2NC=C(N2)C(=O)OCC)=O)C=CC1